C(CCCCCCCCCCCCCCC)S(=O)(=O)Cl cetyl-sulfonyl chloride